N1=C(C=CC=C1)[C@@]1(CCOC2(CCCC2)C1)CCN ({2-[(9R)-9-(pyridin-2-yl)-6-oxaspiro[4.5]dec-9-yl]ethyl})amine